C(\C(\C)=C/C)(=O)OC1=C(C=C(/C=C/COC(\C(\C)=C/C)=O)C=C1)OC coniferyl alcohol di-angelate